C1CCC2=C(C=3CCCC3C=C12)NC(=O)NS(=O)(=O)C1=NN(C2=C1CN(CC2)C)C(C)C N-((1,2,3,5,6,7-hexahydro-s-indacen-4-yl)carbamoyl)-1-isopropyl-5-methyl-4,5,6,7-tetrahydro-1H-pyrazolo[4,3-c]pyridine-3-sulfonamide